(1-(naphthalen-1-yl)-1H-1,2,3-triazol-4-yl)methanamine hydrochloride Cl.C1(=CC=CC2=CC=CC=C12)N1N=NC(=C1)CN